(8R,9R)-5-fluoro-8-(4-fluorophenyl)-9-(5-methyl-1H-1,2,4-triazol-1-yl)-8,9-dihydro-2H-pyrido[4,3,2-de]phthalazin-3(7H)-one FC=1C=C2C=3C(=NNC(C3C1)=O)[C@@H]([C@H](N2)C2=CC=C(C=C2)F)N2N=CN=C2C